ClC1=CC=C(C(=N1)C(=O)O)N[C@H](C)C1=C2N=C(C(=NC2=CC(=C1)C)C#N)C1=NN(C=C1)C (R)-6-chloro-3-((1-(2-cyano-7-methyl-3-(1-methyl-1H-pyrazol-3-yl)quinoxalin-5-yl)ethyl)amino)picolinic acid